6-(1-((1-(difluoromethyl)-5-methyl-1H-pyrazol-4-yl)sulfonyl)piperidin-4-yl)-7-fluoro-[1,2,4]triazolo[1,5-a]pyridine FC(N1N=CC(=C1C)S(=O)(=O)N1CCC(CC1)C=1C(=CC=2N(C1)N=CN2)F)F